7-[1-(but-2-ynoyl)piperidin-4-yl]-2-(4-phenoxyphenyl)-4,5,6,7-tetrahydro-2H-pyrazolo[3,4-b]pyrazine-3-carboxamide C(C#CC)(=O)N1CCC(CC1)N1C=2C(NCC1)=C(N(N2)C2=CC=C(C=C2)OC2=CC=CC=C2)C(=O)N